2-hydroxy-5,6-dimethylnicotinonitrile OC1=C(C#N)C=C(C(=N1)C)C